4-((5-chloro-4-(1-isopropyl-1H-pyrazol-4-yl)pyrimidin-2-yl)amino)-N-(1-isopropyl-1H-pyrazol-4-yl)-3-methoxybenzamide ClC=1C(=NC(=NC1)NC1=C(C=C(C(=O)NC=2C=NN(C2)C(C)C)C=C1)OC)C=1C=NN(C1)C(C)C